O=C1NC(=NC2=CC(=CC=C12)C(=O)O)CSC1CCOCC1 4-oxo-2-(((tetrahydro-2H-pyran-4-yl)thio)methyl)-3,4-dihydroquinazoline-7-carboxylic acid